N1=CN=C2NC=NC2=C1C=1C(=NC=CC1)NC=1C=CC(=C(C1)NC(C1=CC(=CC=C1)SC)=O)F N-(5-(3-(9H-purin-6-yl)pyridin-2-ylamino)-2-fluorophenyl)-3-(methylthio)benzamide